[Fe].[Mg].[Pb] lead magnesium iron